(±)-1-[3-Fluoro-5-(2,2,2-trifluoro-1-methyl-ethoxy)-benzyl]-3-spiro[3.3]hept-2-yl-urea FC=1C=C(CNC(=O)NC2CC3(C2)CCC3)C=C(C1)O[C@@H](C(F)(F)F)C |r|